tert-butyl 7-[3-[1-(2,6-dioxo-3-piperidyl)-3-methyl-2-oxo-benzimidazol-4-yl]prop-2-ynyl]-2,7-diazaspiro[3.5]nonane-2-carboxylate O=C1NC(CCC1N1C(N(C2=C1C=CC=C2C#CCN2CCC1(CN(C1)C(=O)OC(C)(C)C)CC2)C)=O)=O